N-(1-cyano-2-ethylperoxyethyl)furan-2-carboxamide tert-butyl-(1R,3r,5S)-3-((3-methoxy-2-methyl-2-phenylpropanoyl)oxy)-8-azabicyclo[3.2.1]octane-8-carboxylate C(C)(C)(C)OC(=O)N1[C@H]2CC(C[C@@H]1CC2)OC(C(COC)(C2=CC=CC=C2)C)=O.C(#N)C(COOCC)NC(=O)C=2OC=CC2